n-methyl-6-(trifluoromethyl)pyridazine-3,4-diamine CNC=1N=NC(=CC1N)C(F)(F)F